FC1=CC=C2C(=CNC2=C1)CC(=O)N1C[C@@H](OCC1)CO (R)-2-(6-fluoro-1H-indol-3-yl)-1-(2-(hydroxymethyl)morpholino)ethan-1-one